NC1=C(C=C(C=N1)C=1C=C2N(N1)CCC21CN(CC1)C(=O)NCC)OCC1=CC(=CC=C1)C 2'-{6-amino-5-[(3-methylphenyl)methoxy]pyridin-3-yl}-N-ethyl-5',6'-dihydrospiro[pyrrolidine-3,4'-pyrrolo[1,2-b]pyrazole]-1-carboxamide